C(C1=CC=CC=C1)OC(=O)N1C[C@@H](CCC1)OC1=NC=2N(C(=C1)NC1CC3C(CN(C3)C(=O)OC3CN(CC3)CC#CC)C1)N=CC2C(C)C 1-(but-2-ynyl)pyrrolidin-3-yl 5-((5-(((R)-1-((benzyloxy)carbonyl)piperidin-3-yl)oxy)-3-isopropylpyrazolo[1,5-a]pyrimidin-7-yl)amino)hexahydrocyclopenta[c]pyrrole-2(1H)-carboxylate